ClCC=1NC(C2=C(N1)C=CC=N2)=O 2-(chloromethyl)pyrido[3,2-d]pyrimidin-4(3H)-one